C1(CCCCC1)[C@@H](C(=O)NC=1N=NC(=CC1)C=1C(=NNC1C)C)NC(=O)C1=CC=NN1C(C=C)C=C (S)-N-(1-cyclohexyl-2-((6-(3,5-dimethyl-1H-pyrazol-4-yl)pyridazin-3-yl)amino)-2-oxoethyl)-1-(penta-1,4-dien-3-yl)-1H-pyrazole-5-carboxamide